1-[2-(methylsulfonyl)pyrimidin-5-yl]-5,6-dihydropyrimidine-2,4(1H,3H)-dione CS(=O)(=O)C1=NC=C(C=N1)N1C(NC(CC1)=O)=O